(4-Methoxypiperidin-1-yl)(4-(5-(7-methyl-7-((R)-2-methylpyrrolidin-1-yl)-6,7,8,9-tetrahydro-5H-benzo[7]annulen-2-yl)-1H-pyrazolo[3,4-b]pyridin-3-yl)phenyl)methanone COC1CCN(CC1)C(=O)C1=CC=C(C=C1)C1=NNC2=NC=C(C=C21)C=2C=CC1=C(CCC(CC1)(N1[C@@H](CCC1)C)C)C2